O=C(CN1C(CCC1)C=1C=C(C(NN1)=O)C(F)(F)F)N1CCN(CC1)C1=NC=C(C=N1)C(F)(F)F 6-(1-(2-oxo-2-(4-(5-(trifluoromethyl)pyrimidin-2-yl)piperazin-1-yl)ethyl)pyrrolidin-2-yl)-4-(trifluoromethyl)pyridazin-3(2H)-one